2-((3-(5-(3-aminoprop-1-yn-1-yl)thiophen-2-yl)prop-2-yn-1-yl)oxy)isoindoline-1,3-dione NCC#CC1=CC=C(S1)C#CCON1C(C2=CC=CC=C2C1=O)=O